O1C[C@@H](CC1)COC=1C=C2C(=NN(C2=CC1)C1=CC=C(C=C1)C(F)(F)F)CNC(C=C)=O |r| N-[[5-[[rac-tetrahydrofuran-3-yl]methoxy]-1-[4-(trifluoromethyl)phenyl]indazol-3-yl]methyl]prop-2-enamide